Cl.NC(C(=O)N1C(CN(CC1)C(=O)NC1=NC(N(C=C1)C1=CC=C(C=C1)CN1CCC(CC1)N)=O)CC)(C)C 4-(2-amino-2-methylpropanoyl)-N-(1-(4-((4-aminopiperidin-1-yl)methyl)phenyl)-2-oxo-1,2-dihydropyrimidin-4-yl)-3-ethylpiperazine-1-carboxamide hydrochloride salt